[Li+].[Li+].S(=O)(=O)(O)CC(C(=O)[O-])=O.[Li+].S(=O)(=O)(O)CC(C(=O)[O-])=O.S(=O)(=O)(O)CC(C(=O)[O-])=O lithium sulfopyruvate dilithium salt